[hydroxy(tosyloxy)iodo]-benzene OI(OS(=O)(=O)C1=CC=C(C)C=C1)C1=CC=CC=C1